C1(CCCC1)N1C(C(N(CC1)CC=1N=NC(=CC1)C1=NC=CC=C1)=O)=O 1-cyclopentyl-4-((6-(pyridin-2-yl)pyridazin-3-yl)methyl)piperazine-2,3-dione